COC=1C(=C(C=CC1)[C@H]1NCC[C@H]1N1CCOCC1)C 4-[(2R,3R)-2-(3-Methoxy-2-methyl-phenyl)pyrrolidin-3-yl]morpholine